1-[dioxo(vinyl)-λ6-sulfanyl]-4-[5-(trifluoromethyl)pyridin-3-yl]piperazine O=S(N1CCN(CC1)C=1C=NC=C(C1)C(F)(F)F)(C=C)=O